FC(OC1=C(C=CC=C1)CN1CCC(CC1)CCNC(=O)N1[C@@H](CN(CC1)C1=CC(=C(C(=C1)F)F)F)C)F (2R)-N-[2-(1-[[2-(difluoromethoxy)phenyl]methyl]piperidin-4-yl)ethyl]-2-methyl-4-(3,4,5-trifluorophenyl)piperazine-1-carboxamide